FC=1C=C(C=CC1)NC([C@@H](C)N(C=1C2=C(N=C(N1)C(\C=C(/C)\OCCOC1OCCCC1)=N)CCC2)C)=O (2R)-N-(3-fluorophenyl)-2-[methyl([2-[(2E)-3-[2-(oxan-2-yloxy)ethoxy]but-2-enimidoyl]-5H,6H,7H-cyclopenta[d]pyrimidin-4-yl])amino]propanamide